NC(C([C@H](CC1=CC=CC=C1)NC(=O)C=1C(=NNC1C1=CC=CC=C1)C)=O)=O (S)-N-(4-AMINO-3,4-DIOXO-1-PHENYLBUTAN-2-YL)-3-METHYL-5-PHENYL-1H-PYRAZOLE-4-CARBOXAMIDE